((2-fluoro-8-(4,4,5,5-tetramethyl-1,3,2-dioxaborolan-2-yl)naphthalen-1-yl)ethynyl)triisopropylsilane tert-butyl-3-methylene-2-oxopyrrolidine-1-carboxylate C(C)(C)(C)OC(=O)N1C(C(CC1)=C)=O.FC1=C(C2=C(C=CC=C2C=C1)B1OC(C(O1)(C)C)(C)C)C#C[Si](C(C)C)(C(C)C)C(C)C